C(CCCC(=O)[O-])(=O)[O-].[Co+2] cobalt (II) glutarate